7-[2-(4-methylpiperazin-1-yl)ethoxy]quinolin-4-amine CN1CCN(CC1)CCOC1=CC=C2C(=CC=NC2=C1)N